BrC1=C(C=C2C(=CN(C2=C1)CC(C)(C)C)C(C)NS(=O)(=O)C1CC1)F N-[1-[6-bromo-1-(2,2-dimethylpropyl)-5-fluoro-indol-3-yl]ethyl]cyclopropanesulfonamide